CN1CCN(CC1)P(N1CCN(CC1)C)N1CCN(CC1)C tris(4-methyl-1-piperazinyl)phosphine